4-{4-[(3-fluorophenyl)methoxy]piperidin-1-yl}-1-methyl-2-oxo-1,2-dihydroquinoline-3-carboxamide FC=1C=C(C=CC1)COC1CCN(CC1)C1=C(C(N(C2=CC=CC=C12)C)=O)C(=O)N